(R)-3-((4-(5-chloro-3-methyl-2-(morpholin-2-ylmethyl)phenyl)pyrrolo[2,1-f][1,2,4]triazin-6-yl)methyl)-1-isopropylpyrimidine-2,4(1H,3H)-dione ClC=1C=C(C(=C(C1)C1=NC=NN2C1=CC(=C2)CN2C(N(C=CC2=O)C(C)C)=O)C[C@@H]2CNCCO2)C